COC(C1=CC(=C(C(=C1)NC[C@H]1OCC1)N)OC(F)F)=O.C1(CC1)C=1C(=CC(=NC1)N1CCN(CC1)S(=O)(=O)C1=CC=C(C=C1)C1=C(C(=O)N)C=CC=C1)C(F)(F)F [4-[4-[5-cyclopropyl-4-(trifluoromethyl)-2-pyridyl]piperazin-1-yl]sulfonylphenyl]benzamide Methyl-(S)-4-amino-3-(difluoromethoxy)-5-((oxetan-2-ylmethyl)amino)benzoate